N-(4-(((R)-1-hydroxy-4-methylpent-2-yl)amino)-6-(2-(2-methylpyridin-4-yl)propyl)-1,3,5-triazin-2-yl)methanesulfonamide OC[C@@H](CC(C)C)NC1=NC(=NC(=N1)CC(C)C1=CC(=NC=C1)C)NS(=O)(=O)C